C1(=CC=CC=C1)C1=NC(=NC(=N1)C1=CC=CC=C1)C1=C(C=C(C=C1)OCCOC(C(CCCC)CC)=O)O 2-(4,6-diphenyl-s-triazin-2-yl)-5-(2-(2-ethylhexanoyloxy)ethoxy)phenol